C(C=C)(=O)N1C[C@@H](N(CC1)C1=NC(N2C3=C(C=C(C=C13)C(F)(F)F)S(C[C@H](C2)OC)C2=CC=C(C=C2)F)=O)C (S)-8-((S)-4-acryloyl-2-methylpiperazin-1-yl)-l-1-(4-fluorophenyl)-3-methoxy-10-(trifluoromethyl)-3,4-dihydro-2H,6H-[1,4]thiazepino[2,3,4-ij]quinazolin-6-one